C(C1=CC=CC=C1)OC1=NC(=CC=C1C1=NN(C2=C(C=CC=C12)N1CCN(CC1)C(=O)[C@@H]1[C@@H](CN(CC1)C(=O)OC(C)(C)C)C)C)OCC1=CC=CC=C1 tert-butyl (3S,4S)-4-(4-(3-(2,6-bis(benzyloxy)pyridin-3-yl)-1-methyl-1H-indazol-7-yl) piperazine-1-carbonyl)-3-methylpiperidine-1-carboxylate